O=C1N(CC2=C(C=CC=C12)N1CCNCC1)N1C(NC(CC1)=O)=O 1-(1-oxo-4-(piperazin-1-yl)isoindolin-2-yl)dihydropyrimidine-2,4(1h,3h)-dione